methyl 4-((1-ethoxy-2-methyl-1-oxopropan-2-yl) oxy)-2-fluoro-5-nitrobenzoate C(C)OC(C(C)(C)OC1=CC(=C(C(=O)OC)C=C1[N+](=O)[O-])F)=O